FC=1C=C(COC2CC(C2)N)C=CC1C(F)(F)F (1r,3r)-3-((3-fluoro-4-(trifluoromethyl)benzyl)oxy)cyclobutane-1-amine